Tert-Butyl N-methyl-N-[1-methyl-2-oxo-2-[2-[2-[4-(trifluoromethyl)anilino]benzoyl]hydrazino]ethyl]carbamate CN(C(OC(C)(C)C)=O)C(C(NNC(C1=C(C=CC=C1)NC1=CC=C(C=C1)C(F)(F)F)=O)=O)C